C(C=CC1=CC=CC=C1)NC=1C2=C(N=C(N1)CC)SC(=C2)C N-cinnamyl-2-ethyl-6-methylthieno[2,3-d]pyrimidin-4-amine